ClC1=CC=C2C(=CNC2=C1)C1CC(C2=CC=CC=C12)=O 3-(6-chloro-1H-indol-3-yl)-2,3-dihydro-1H-inden-1-one